N1=C(C=CC=C1)SSCCC(=O)NC(C(=O)ON1C(CCC1=O)=O)CCCC succinimidyl [3-(2-pyridyldithio)propionamido]hexanoate